2-((2S,4S)-1-acryloyl-4-(6,8-dichloro-7-(3-chloro-2-methylphenyl)-4-(3-(dimethylamino)azetidin-1-yl)-1H-[1,2,3]triazolo[4,5-c]quinolin-1-yl)piperidin-2-yl)acetonitrile C(C=C)(=O)N1[C@@H](C[C@H](CC1)N1N=NC=2C(=NC=3C(=C(C(=CC3C21)Cl)C2=C(C(=CC=C2)Cl)C)Cl)N2CC(C2)N(C)C)CC#N